N(=[N+]=[N-])CCNC=1C(=NON1)/C(=N/O)/NCC1=CC(=CC=C1)Cl (Z)-4-((2-azidoethyl)amino)-N-(3-chlorobenzyl)-N'-hydroxy-1,2,5-oxadiazole-3-carboxamidine